2-(chloromethyl)-6-methylimidazo[1,2-a]pyrimidine ClCC=1N=C2N(C=C(C=N2)C)C1